1-[Ethyl-(4-fluoro-phenyl)-carbamoyl]-piperidine C(C)N(C(=O)N1CCCCC1)C1=CC=C(C=C1)F